NC=1N=C(C2=C(C=CC=C2C1)F)C1=C(C=2N=C(N=C(C2C=N1)N([C@H]1CNCC1)C)OC[C@]12CCCN2C[C@@H](C1)F)F 7-(3-amino-8-fluoroisoquinolin-1-yl)-8-fluoro-2-(((2R,7aS)-2-fluorohexahydro-1H-pyrrolizin-7a-yl)methoxy)-N-methyl-N-((R)-pyrrolidin-3-yl)pyrido[4,3-d]pyrimidin-4-amine